FC=1C=C(C=C(C1)F)[C@@H]1CC[C@H]2OC3(C(N21)=O)CCN(CC3)C(=O)C3=C(C=C(C=C3F)F)F (5'S,7a'R)-5'-(3,5-difluoro-phenyl)-1-(2,4,6-trifluoro-benzene-1-carbonyl)tetra-hydro-3'H-spiro[piperidine-4,2'-pyrrolo[2,1-b]-[1,3]oxazol]-3'-one